Cl.CC=1OC(=CN1)[C@@H]1CNCCOC1 (R)-6-(2-Methyloxazol-5-yl)-1,4-oxazepane HCl